C1CN(CCN1CCCC2=CC=CC=C2)CCOC(C3=CC=CC=C3)C4=CC=CC=C4.Cl.Cl The molecule is a hydrochloride salt that is obtained by reaction of 1-[2-(benzhydryloxy)ethyl]-4-(3-phenylpropyl)piperazine with two equivalents of hydrogen chloride. Potent and selective inhibitor of dopamine uptake (KD = 5.5 nM in rat striatal membranes). It has a role as a dopamine uptake inhibitor. It contains a 1-[2-(benzhydryloxy)ethyl]-4-(3-phenylpropyl)piperazinediium(2+).